C(CCC)[N+](C)(CCCC)CCCC tri-butylmethylammonium